C(CCC)N(CCO)CCCC 2-(dibutylamino)-ethanol